4-Amino-7-(1-(1-(2-fluorophenyl)-1H-pyrazol-4-yl)ethyl)-5-(2-(trifluoromethyl)pyrimidin-5-yl)-7H-pyrrolo[2,3-d]pyrimidine-6-carbonitrile NC=1C2=C(N=CN1)N(C(=C2C=2C=NC(=NC2)C(F)(F)F)C#N)C(C)C=2C=NN(C2)C2=C(C=CC=C2)F